2-oxo-N-[rel-(3R)-4-amino-3-methyl-1,3-dihydrofuro[3,4-c]pyridin-7-yl]-2-[rac-(2R,5S)-5-methyl-2-phenyl-1-piperidyl]acetamide O=C(C(=O)NC=1C2=C(C(=NC1)N)[C@H](OC2)C)N2[C@H](CC[C@@H](C2)C)C2=CC=CC=C2 |o1:12,&1:17,20|